2-(1-methyl-1H-imidazol-2-yl)-5-phenylthieno[2,3-d]pyrimidin-4-amine CN1C(=NC=C1)C=1N=C(C2=C(N1)SC=C2C2=CC=CC=C2)N